(2,3,5-triethyl-1,4-phenylene) ether C(C)C1=C2C=C(C(=C1CC)O2)CC